FC=1C=C(C=CC1)C=1C=C(C=NC1OC)CC=1C=NC=NC1 5-{[5-(3-Fluorophenyl)-6-methoxypyridin-3-yl]methyl}pyrimidine